NC/C=C/CN1/C(/SC=2C1=NC=C(N2)C(N)=O)=N/C(=O)C2=C(N=C(O2)C)CC N-((Z)-3-((E)-4-aminobut-2-en-1-yl)-6-carbamoylthiazolo[4,5-b]pyrazin-2(3H)-ylidene)-4-ethyl-2-methyloxazole-5-carboxamide